C1(CC1)N(C(OC1CCCC1)=O)CC=1C(=C(C(=CC1CCCCC)O)C1CCCC(=C1)C)O cyclopentyl cyclopropyl((2,6-dihydroxy-5'-methyl-4-pentyl-1',2',3',4'-tetrahydro-[1,1'-biphenyl]-3-yl)methyl)carbamate